methyl 4-[(1S)-1-[[(3R)-4-[(3-benzyloxy-5-bromo-phenyl)methyl]morpholine-3-carbonyl]amino]ethyl]benzoate C(C1=CC=CC=C1)OC=1C=C(C=C(C1)Br)CN1[C@H](COCC1)C(=O)N[C@@H](C)C1=CC=C(C(=O)OC)C=C1